ClC=1C=C(C=C(C1)OCC(F)(F)F)C1(CC1)NC(C[C@@](C)(O)C=1SC(=CN1)Cl)=O (R)-N-(1-(3-chloro-5-(2,2,2-trifluoroethoxy)phenyl)cyclopropyl)-3-(5-chlorothiazol-2-yl)-3-hydroxybutanamide